methyl (S)-4-(4-(2-(4-(4-chlorophenyl)-2,3,9-trimethyl-6H-thieno[3,2-f][1,2,4]triazolo[4,3-a][1,4]diazepin-6-yl)acetamido)butanamido)-2-(3-(dimethylamino)prop-1-yn-1-yl)benzoate ClC1=CC=C(C=C1)C1=N[C@H](C=2N(C3=C1C(=C(S3)C)C)C(=NN2)C)CC(=O)NCCCC(=O)NC2=CC(=C(C(=O)OC)C=C2)C#CCN(C)C